OC1CC2(C(N(C3=NC=CC=C32)CC(=O)OC(C)(C)C)=O)C1 tert-butyl 2-((1s,3s)-3-hydroxy-2'-oxospiro[cyclobutane-1,3'-pyrrolo[2,3-b]pyridin]-1'(2'H)-yl)acetate